acetyl-4-hydroxy-prolyl alcohol C(C)(=O)N1[C@@H](CC(C1)O)C(=O)O